1-Tert-butyl 3-(4-chloro-7-fluoro-2-(4-(3-methoxypyridin-2-yl)piperazine-1-carbonyl)benzo[b]thiophen-6-yl)-5,6-dihydropyridine-1(2H)-carboxylate ClC1=CC(=C(C=2SC(=CC21)C(=O)N2CCN(CC2)C2=NC=CC=C2OC)F)C=2CN(CCC2)C(=O)OC(C)(C)C